CCCCCC(=O)O n-Caproate